(6R)-6-{[7-(ethylsulfonyl)-2-(4-methoxyphenyl)[1,2,4]triazolo[1,5-c]quinazolin-5-yl]amino}-1,4-diazepin-5-one C(C)S(=O)(=O)C1=CC=CC=2C=3N(C(=NC12)NC=1C(N=CC=NC1)=O)N=C(N3)C3=CC=C(C=C3)OC